ClC=1C(=C(C=C(C1)B1OC(C(O1)(C)C)(C)C)C(C(=O)OC)C(=O)OC)[N+](=O)[O-] dimethyl 2-[3-chloro-2-nitro-5-(4,4,5,5-tetramethyl-1,3,2-dioxaborolan-2-yl)phenyl]propanedioate